P(O)(=O)(OP(=O)(O)OP(=O)(O)O)OC[C@@H]1[C@H]([C@H]([C@@H](O1)N1C(=O)N=C(N)C(=C1)I)O)O 5-iodocytidine 5'-triphosphate